ClC1=CC=C(C=C1)[C@@]1(N(C(C2=CC(=CC(=C12)F)C(C)(C)O)=O)CC=1C=NC(=CC1)OC)OC([2H])([2H])C1(CC1)C([2H])([2H])O (3R)-3-(4-Chlorophenyl)-4-fluoro-3-({1-[hydroxy(2H2)methyl]cyclopropyl}(2H2)methoxy)-6-(2-hydroxypropan-2-yl)-2-[(6-methoxypyridin-3-yl)methyl]-2,3-dihydro-1H-isoindol-1-one